N-(4-methoxybenzyl)-2-(4,4,5,5-tetramethyl-1,3,2-dioxaborolan-2-yl)-N-(4-(trifluoromethyl)phenyl)aniline COC1=CC=C(CN(C2=C(C=CC=C2)B2OC(C(O2)(C)C)(C)C)C2=CC=C(C=C2)C(F)(F)F)C=C1